C1(=CC=CC=C1)N1C(C=CC=C1)=O 1-phenylpyridin-2(1H)-one